BrC=1C=C2C(=CN=C(C2=CC1)Cl)F 6-bromo-1-chloro-4-fluoro-isoquinoline